C1(CC1)CN1N=C(C(=C1)N1C(SC=C1)C=1C=NNC1)OC N-[1-(cyclopropylmethyl)-3-methoxy-1H-pyrazol-4-yl]-2-(1H-pyrazol-4-yl)-1,3-thiazole